2-amino-6-borono-2-(4-(4-(3,4-difluorobenzyl)piperidin-1-yl)butyl)hexanoic acid NC(C(=O)O)(CCCCB(O)O)CCCCN1CCC(CC1)CC1=CC(=C(C=C1)F)F